CC(CO)(CO)CCCC 2-methyl-2-butylpropane-1,3-diol